N-(4-((3-bromoimidazo[1,2-a]pyrazin-8-yl)amino)phenyl)acetamide BrC1=CN=C2N1C=CN=C2NC2=CC=C(C=C2)NC(C)=O